(R)-(4-chloro-2-(2-methoxy-7-methylquinoxalin-5-yl)-7,8-dihydro-[1,4]dioxino[2',3':3,4]benzo[1,2-d]thiazol-7-yl)methyl (6-fluoro-5-methylpyridin-3-yl)carbamate FC1=C(C=C(C=N1)NC(OC[C@@H]1OC2=C(C3=C(N=C(S3)C3=C4N=CC(=NC4=CC(=C3)C)OC)C(=C2)Cl)OC1)=O)C